O1C(=CC=C1C=NO)C=NO Furan-2,5-dicarboxaldehyde dioxime